C(C1=CC=CC=C1)ON=CCO[Si](C)(C)C(C)(C)C 2-((Tert-Butyldimethylsilyl)oxy)acetaldehyde O-benzyl oxime